2-dotriacontanone CC(CCCCCCCCCCCCCCCCCCCCCCCCCCCCCC)=O